2-(trimethylsilyl)ethyl 3-{[(benzyloxy)carbonyl]amino}-D-alaninate C(C1=CC=CC=C1)OC(=O)NC[C@@H](N)C(=O)OCC[Si](C)(C)C